(S)-(5-(1H-imidazol-1-yl)isochroman-1-yl)methanamine hydrochloride salt Cl.N1(C=NC=C1)C1=C2CCO[C@@H](C2=CC=C1)CN